5-(trifluoromethyl)-pyridin FC(C=1C=CC=NC1)(F)F